FC=1C=C2CN(CC2=CC1)C1=CC=CC(=N1)S(=O)(=O)NC(=O)C=1C(=NC=CC1)N1C(CC(C1)C)(C)C N-[[6-(5-Fluoroisoindolin-2-yl)-2-pyridyl]sulfonyl]-2-(2,2,4-trimethylpyrrolidin-1-yl)pyridin-3-carboxamid